N-(4-aminophenyl)-5-chloro-3-((3,5-dimethylphenyl)sulfonyl)-1H-indole-2-carboxamide NC1=CC=C(C=C1)NC(=O)C=1NC2=CC=C(C=C2C1S(=O)(=O)C1=CC(=CC(=C1)C)C)Cl